methyl 4-(((2,5-bis(trifluoromethyl)pyrazolo[1,5-a]pyrimidin-7-yl)amino)methyl)-4-phenylpiperidine-1-carboxylate FC(C1=NN2C(N=C(C=C2NCC2(CCN(CC2)C(=O)OC)C2=CC=CC=C2)C(F)(F)F)=C1)(F)F